(R)-2-chloro-9-(1-(2,4-dichlorophenyl)ethyl)-9H-purine ClC1=NC=C2N=CN(C2=N1)[C@H](C)C1=C(C=C(C=C1)Cl)Cl